N1=CN=CC=2NC=3C=CC(=CC3C21)CN(C)C Pyrimido[5,4-b]indol-8-yl-1-N,N-dimethyl-methanamine